ClC=1C=CC2=C(OC3=C2C=CC=C3I)C1N1C3=CC=CC=C3C=3C=CC=CC13 9-(3-chloro-6-iododibenzo[b,d]furan-4-yl)-9H-carbazole